C(C=C)N1CCN(CC1)C1=C(C=NC(=C1)F)NC(=O)C1=NC(=NC=C1)NCC(CC=C)O N-(4-(4-allylpiperazin-1-yl)-6-fluoropyridin-3-yl)-2-((2-hydroxypent-4-en-1-yl)amino)pyrimidine-4-carboxamide